((1r,4r)-4-(2-methoxyethoxy)cyclohexyl)-2-methyl-5-(thiazol-5-yl)-1H-benzo[d]imidazole-7-carboxamide COCCOC1CCC(CC1)N1C(=NC2=C1C(=CC(=C2)C2=CN=CS2)C(=O)N)C